(R)-(1-methylcyclobutyl)(2-methylpiperazin-1-yl)methanone TFA salt OC(=O)C(F)(F)F.CC1(CCC1)C(=O)N1[C@@H](CNCC1)C